1-(4-(6-chloro-8-fluoro-2-((1-isopropyl-piperidin-4-yl)oxy)-7-(5-methyl-1H-indazol-4-yl)quinazolin-4-yl)piperazin-1-yl)prop-2-en-1-one ClC=1C=C2C(=NC(=NC2=C(C1C1=C2C=NNC2=CC=C1C)F)OC1CCN(CC1)C(C)C)N1CCN(CC1)C(C=C)=O